N1(CCCCC1)C1CCN(CC1)C([C@@H](CC1=CNC(C=C1)=O)NC(=O)N1CCC(CC1)N1C(NC2=CC=CC=C2C1)=O)=O |r| (±)-4-(2-Oxo-1,4-dihydro-2H-quinazolin-3-yl)-piperidine-1-carboxylic acid [2-[1,4']bipiperidinyl-1'-yl-2-oxo-1-(6-oxo-1,6-dihydro-pyridin-3-yl-methyl)-ethyl]-amide